NC[C@@H]1[C@@H]([C@@H]([C@H]([C@H](O[C@H]2[C@@H]([C@H](C(O)O[C@@H]2CO)O)O)O1)O)O)O 6'-deoxy-6'-amino-lactose